2-[[6-[3-(Difluoromethyl)-4-fluoro-phenyl]pyrazolo[4,3-b]pyridin-1-yl]methyl]-4-methyl-thiazole FC(C=1C=C(C=CC1F)C=1C=C2C(=NC1)C=NN2CC=2SC=C(N2)C)F